ClC=1C=C(C=C2C=C(N=CC12)NC(=O)[C@H]1[C@@H](C1)C#N)C1=CC=2N(C=C1C)C=CN2 |r| (±)-trans-N-[8-chloro-6-(6-methylimidazo[1,2-a]pyridin-7-yl)-3-isoquinolyl]-2-cyano-cyclopropanecarboxamide